N-(1-(4-aminobenzyl)-1H-pyrazol-4-yl)-5-chloro-4-(5-(cyclopropylmethyl)-1-methyl-1H-pyrazol-4-yl)pyrimidin-2-amine NC1=CC=C(CN2N=CC(=C2)NC2=NC=C(C(=N2)C=2C=NN(C2CC2CC2)C)Cl)C=C1